N-(1-(imidazo[1,2-a]pyridine-3-carbonyl)indolin-6-yl)-3-((4-methylpiperazin-1-yl)methyl)-5-(trifluoromethyl)benzamide N=1C=C(N2C1C=CC=C2)C(=O)N2CCC1=CC=C(C=C21)NC(C2=CC(=CC(=C2)C(F)(F)F)CN2CCN(CC2)C)=O